C(C1=CC=CC=C1)(=O)OCC(O)C1OCC(C1O)O 2-(3,4-dihydroxytetrahydrofuran-2-yl)-2-hydroxy-ethyl benzoate